Azetidin-1-yl-(4-(3-(piperidine-1-carbonyl)pyrazolo[1,5-a]pyridin-7-yl)phenyl)methanone N1(CCC1)C(=O)C1=CC=C(C=C1)C1=CC=CC=2N1N=CC2C(=O)N2CCCCC2